bis(2-ethylhexyl)benzo-[1,2-c:4,5-c']dithiophene-4,8-dione C(C)C(CC=1SC(=C2C1C(C=1C(=CSC1)C2=O)=O)CC(CCCC)CC)CCCC